ClS(=O)(=O)NC(OC(C)(C)C)=O tert-Butyl N-(chlorosulfonyl)carbamate